BrC1=CC(=C(C=C1COC)C=1OC(=NN1)C1CC1)F 2-(4-bromo-2-fluoro-5-(methoxymethyl)phenyl)-5-cyclopropyl-1,3,4-oxadiazole